C(CCCCCCCCCCCCCCCCCCCCC)(=O)OCC(COC(CCCCCCC)=O)O 2-hydroxy-3-(octanoyloxy)propyl docosanoate